N6-cyclopropyl-5-fluoro-N4-[(3-methylsulfonyl-3-azabicyclo[3.1.0]hexan-5-yl)methyl]-N6-[[4-(trifluoromethyl)phenyl]methyl]pyrimidine-4,6-diamine C1(CC1)N(C1=C(C(=NC=N1)NCC12CN(CC2C1)S(=O)(=O)C)F)CC1=CC=C(C=C1)C(F)(F)F